3-(3-(tert-butoxy)phenyl)-1-ethyl-8-((tetrahydro-2H-pyran-4-yl)methyl)-1,3,8-triazaspiro[4.5]decane-2,4-dione C(C)(C)(C)OC=1C=C(C=CC1)N1C(N(C2(C1=O)CCN(CC2)CC2CCOCC2)CC)=O